C(C)(C)(C)C=1C(=C(C=C(C1)C(C)(C)C)C(=C(C)C)C1=C(CC2=CC=CC=C12)C1=CC=CC=C1)OCOC 3-[1-(3,5-di-tert-butyl-2-(methoxymethoxy)phenyl)-2-methylpropan-1-en-1-yl]-2-phenyl-1H-indene